O.O.N(=O)[Fe] nitrosoiron dihydrate